C(C)(C)(C)OC(=O)N1CC(C1)N1N=C(C(=C1N(C)C(=O)OC(C)(C)C)C#N)C#C[Si](C)(C)C 3-(5-((tert-Butoxycarbonyl)(methyl)amino)-4-cyano-3-((trimethylsilyl)ethynyl)-1H-pyrazol-1-yl)azetidine-1-carboxylic acid tert-butyl ester